NC=1C=NN(C1N)CC 4,5-diamino-1-ethylpyrazole